propane-1,3-disulfonate C(CCS(=O)(=O)[O-])S(=O)(=O)[O-]